5-Bromo-6-methoxy-2-(1-methyl-1H-imidazol-2-yl)-2H-indazole BrC1=CC2=CN(N=C2C=C1OC)C=1N(C=CN1)C